[Cl-].CS(=O)COC(C(=O)OC1CC2CCC(C1)[N+]21CCCC1)(C1=CC=CC=C1)C1=CC=CC=C1 3-(2-((methylsulfinyl)methoxy)-2,2-diphenylacetoxy)spiro[bicyclo[3.2.1]octane-8,1'-pyrrolidin]-8-ium chloride